4-(4-Aminophenyl)butanoic acid NC1=CC=C(C=C1)CCCC(=O)O